tert-butyl (tert-butoxycarbonyl)(7-(2-((tert-butoxycarbonyl)oxy)-2-methylpropyl)-5-iodo-7H-pyrrolo[2,3-d]pyrimidin-4-yl)carbamate C(C)(C)(C)OC(=O)N(C(OC(C)(C)C)=O)C=1C2=C(N=CN1)N(C=C2I)CC(C)(C)OC(=O)OC(C)(C)C